NCC(=O)N[C@H](CC1=CN(C2=CC=CC=C12)C)C(=O)O Nα-glycyl-1-methyl-D-tryptophan